IC1=CC=C(C=C1)N1N=C(C=2CN(CCC21)C(=O)OC(C)(C)C)CC(=O)OC tert-butyl 1-(4-iodophenyl)-3-(2-methoxy-2-oxoethyl)-1,4,6,7-tetrahydro-5H-pyrazolo[4,3-c]pyridine-5-carboxylate